tert-butyl 3-(3-chloro-4-(hydroxymethyl)-5-methylphenyl)azetidine-1-carboxylate ClC=1C=C(C=C(C1CO)C)C1CN(C1)C(=O)OC(C)(C)C